5-bromo-2-[(4-iodo-1H-pyrazol-1-yl)methyl]benzonitrile BrC=1C=CC(=C(C#N)C1)CN1N=CC(=C1)I